C1(=CC=CC=C1)OC1=NC=CC=C1C1=NC=NC=C1 4-(2-(phenyloxy)pyridin-3-yl)pyrimidine